2-{dimethyl [3-(2-methylprop-2-enamido)-propyl]ammonio}acetate C[N+](CC(=O)[O-])(CCCNC(C(=C)C)=O)C